2-Methyl-propane-2-sulfonic acid {2-[6-amino-8-(3-fluoro-6-iodo-indan-5-ylsulfanyl)-purin-9-yl]-ethyl}-amide NC1=C2N=C(N(C2=NC=N1)CCNS(=O)(=O)C(C)(C)C)SC=1C=C2C(CCC2=CC1I)F